2-(4-aminophenyl)-6-methylbenzothiazole-7-sulphonic acid NC1=CC=C(C=C1)C=1SC2=C(N1)C=CC(=C2S(=O)(=O)O)C